C(C)(=O)N1C(=NC2=C(C=CC=C2C1=O)C(F)(F)F)NC1=CC(=CC(=C1)Cl)Cl 3-acetyl-2-((3,5-dichlorophenyl)amino)-8-(trifluoromethyl)quinazolin-4(3H)-one